CO\N=C(\C(=O)NC)/C1=C(C=CC=C1)OC1=CC=CC=C1 (2E)-2-methoxyimino-N-methyl-2-(2-phenoxyphenyl)acetamide